C1(=CC=CC2=CC=CC=C12)N1C2=CC=CC=C2C=2C=CC=C(C12)B(O)O 9-(1-naphthyl)-carbazole-1-boronic acid